(4-(9H-carbazol-9-yl)naphthalen-1-yl)boronic acid C1=CC=CC=2C3=CC=CC=C3N(C12)C1=CC=C(C2=CC=CC=C12)B(O)O